C(C)(C)(C)OC(=O)N1C[C@@H](CCC1)NC=1C2=C(N=CN1)NC=C2C2C(C2)(F)F (3R)-3-((5-(2,2-difluorocyclopropyl)-7H-pyrrolo[2,3-d]pyrimidin-4-yl)amino)piperidine-1-carboxylic acid tert-butyl ester